3-(((7-(1H-pyrazol-4-yl)-2,3-dihydrofuro[3,2-c]pyridin-4-yl)amino)methyl)-5-fluoro-N-(7-(oxetan-3-yl)-7-azaspiro[3.5]nonan-2-yl)benzamide N1N=CC(=C1)C=1C2=C(C(=NC1)NCC=1C=C(C(=O)NC3CC4(C3)CCN(CC4)C4COC4)C=C(C1)F)CCO2